C(=C)C1=CC=C(CC(CCCCC2=NNC(=N2)N)C2=NNC(=N2)N)C=C1 1-(4-vinylbenzyl)-3,3'-pentamethylenebis(5-amino-1H-1,2,4-triazole)